4-(((1R,2s,3S,5s,7s)-5-hydroxyadamantan-2-yl)amino)-1H-pyrrolo[2,3-b]pyridine-5-carboxylic acid ethyl ester C(C)OC(=O)C=1C(=C2C(=NC1)NC=C2)NC2[C@@H]1CC3CC(C[C@@H]2C3)(C1)O